COC1=C(C(=O)NCC(F)(F)F)C=CC=C1 2-methoxy-N-(2,2,2-trifluoroethyl)benzamide